FC(C(=O)O)(F)F.CNC(=O)C1CCNCC1 N-methylpiperidine-4-carboxamide trifluoroacetate